C(C)(C)(C)OC(C(CC)OCCC\C=C/C\C=C/C\C=C/C\C=C/C\C=C/C\C=C/CC)=O tert-butyl-2-((4Z,7Z,10Z,13Z,16Z,19Z)-docosa-4,7,10,13,16,19-hexaen-1-yloxy)butanoate